FC(CO)(CO)C 2-fluoro-2-methyl-propane-1,3-diol